ClC=1N=C2C(=NC1NS(=O)(=O)CC1CC(C1)(C)O)N(C(=N2)C2=NC(=CC=C2)OCC)C2=C(C=CC=C2OC)OC N-(5-Chloro-1-(2,6-dimethoxyphenyl)-2-(6-ethoxypyridin-2-yl)-1H-imidazo[4,5-b]pyrazin-6-yl)-1-((1r,3r)-3-hydroxy-3-methylcyclobutyl)methansulfonamid